6-isopropyl-5-(8-methyl-[1,2,4]triazolo[1,5-a]pyridin-6-yl)-4H-pyrrolo[3,2-d]thiazole-2-carboxylic acid C(C)(C)C1=C(NC2=C1N=C(S2)C(=O)O)C=2C=C(C=1N(C2)N=CN1)C